C(C1=CC=CC=C1)OC1=C(C=C(C=C1F)CCBr)F 2-(benzyloxy)-5-(2-bromoethyl)-1,3-difluorobenzene